5-chloro-N-(2,4-difluoro-3-(7-fluoro-3-(1H-imidazol-2-yl)-1H-indazol-6-yl)phenyl)-2-methoxy-6-methylpyridine-3-sulfonamide ClC=1C=C(C(=NC1C)OC)S(=O)(=O)NC1=C(C(=C(C=C1)F)C1=CC=C2C(=NNC2=C1F)C=1NC=CN1)F